C(#N)C=1C=NN2C1C(=CC(=C2)C=2C=NN(C2)C)C2=CC=C(C=C2)N2C[C@@H]1C([C@@H]1C2)NC(C2=CN=C(C=C2)OC)=O N-((1R,5S,6s)-3-(4-(3-cyano-6-(1-methyl-1H-pyrazol-4-yl)pyrazolo[1,5-a]pyridin-4-yl)phenyl)-3-azabicyclo[3.1.0]hexan-6-yl)-6-methoxynicotinamide